2-chloro-4-[(4-chloro-2-fluoro-phenyl)methoxy]pyrimidine ClC1=NC=CC(=N1)OCC1=C(C=C(C=C1)Cl)F